5-bromo-2-((4-methoxybenzyl)oxy)pyridine BrC=1C=CC(=NC1)OCC1=CC=C(C=C1)OC